C(CC)(=O)OC=1C(=CC=C2C=CC=NC12)[C@@H](NC1=NC=CC=C1)C1=C(C(=CC=C1)C#N)Cl |r| (±)-7-((2-chloro-3-cyanophenyl)(pyridin-2-ylamino)methyl)quinolin-8-yl propionate